diethyl-methyl-[3-(2-methylprop-2-enamido)propyl]ammonium chloride [Cl-].C(C)[N+](CCCNC(C(=C)C)=O)(C)CC